FC1=CN=C(S1)NC(C(C)C=1C=C(C=NC1)C=1N=CC(=NC1)C(C(=O)N)=C)=O (5-(5-(1-((5-fluorothiazol-2-yl)amino)-1-oxopropan-2-yl)pyridin-3-yl)pyrazin-2-yl)acrylamide